2-[(4-methoxyphenyl)methyl]-5-({5H,6H,7H,8H-pyrido[3,4-d]pyrimidin-2-yl}amino)-2,3-dihydro-1H-isoindol-1-one COC1=CC=C(C=C1)CN1C(C2=CC=C(C=C2C1)NC=1N=CC2=C(N1)CNCC2)=O